CC(C)C(=C)C/C=C(\\C)/C(=O)O The molecule is an alpha,beta-monocarboxylic acid consisting of 2-heptenoic acid having methyl substituents at the 2- and 6-positions as well as a methylene group at position 5. It derives from a 2-heptenoic acid.